FCCCCCCCCCCS(=O)(=O)OCCCCCCCCCCCCCCC pentadecyl fluorodecyl-sulfonate